BrC1=C2C=NC=NC2=C(C(=C1)I)/N=C/N(C)C (E)-N'-(5-bromo-7-iodoquinazolin-8-yl)-N,N-dimethylmethanimidamide